C(C1=CC=CC=C1)N(CC)CC1=NN=C(S1)NC(OC(C)(C)C)=O tert-butyl N-(5-{[benzyl(ethyl)amino]methyl}-1,3,4-thiadiazol-2-yl)carbamate